BrC1=C(C=CC=C1)CCC1=C(C=CC=C1)Br 2,2'-dibromobibenzyl